CC1=CC=CC=C1S(=O)(=O)NC(=O)C2=CC(=C(C=C2)CC3=CN(C4=C3C=C(C=C4)NC(=O)OC5CCCC5)C)OC The molecule is a member of indoles, a carbamate ester and a N-sulfonylcarboxamide. It has a role as an anti-asthmatic agent and a leukotriene antagonist.